N-((1R,2S)-2-hydroxycyclopentyl)-3-((S)-oxiran-2-ylmethoxy)benzenesulfonamide O[C@@H]1[C@@H](CCC1)NS(=O)(=O)C1=CC(=CC=C1)OC[C@H]1OC1